CN1N=CC(=C1)C1OCCC(=C1)B1OC(C(O1)(C)C)(C)C 1-methyl-4-(4-(4,4,5,5-tetramethyl-1,3,2-dioxaborolan-2-yl)-5,6-dihydro-2H-pyran-2-yl)-1H-pyrazole